O=C1NC(CCC1N1C(C2=CC=C(C(=C2C1)F)CN1CCN(CC1)C1=CC=C(C=C1)C1=CC=C2CN(C(C2=C1)=O)C(C(=O)NC=1SC=CN1)C1=C(C=CC(=C1)F)O)=O)=O 2-(6-(4-(4-((2-(2,6-dioxopiperidin-3-yl)-4-fluoro-1-oxoisoindolin-5-yl)methyl)piperazin-1-yl)phenyl)-1-oxoisoindolin-2-yl)-2-(5-fluoro-2-hydroxyphenyl)-N-(thiazol-2-yl)acetamide